OC1=C(C(=O)N)C=CC=C1 2-hydroxybenzamide